(S)-methyl 2-(5-bromo-3-methyl-2,4-dioxo-3,4-dihydropyrimidin-1(2H)-yl)-4-methylpentanoate BrC=1C(N(C(N(C1)[C@H](C(=O)OC)CC(C)C)=O)C)=O